ClC1C(NCCC(C1)(C)C)=O 3-chloro-5,5-dimethyl-azepan-2-one